CC(CO)CO 2-methyl-1,3-propane-diol